N-(1-propylbutoxycarbonyl)-2,2,6,6-tetramethylpiperidine C(CC)C(CCC)OC(=O)N1C(CCCC1(C)C)(C)C